4-[2-(1,1-dimethylethoxy)ethyl-[4-(5,6,7,8-tetrahydro-1,8-naphthyridin-2-yl)butyl]amino]-2-[[1-methylethyl(2-methylpropyl)carbamoyl]amino]butanoic acid CC(C)(OCCN(CCC(C(=O)O)NC(N(CC(C)C)C(C)C)=O)CCCCC1=NC=2NCCCC2C=C1)C